2-(4-((4-(4-methoxyphenyl)-5-oxo-4,5-dihydro-1H-1,2,4-triazol-1-yl)methyl)-2,6-Dimethylphenoxy)-2-methylpropionic acid COC1=CC=C(C=C1)N1C=NN(C1=O)CC1=CC(=C(OC(C(=O)O)(C)C)C(=C1)C)C